5-(4-[(4-[(2,5-dimethoxy-4-(2-methyl-1-oxo-1,2-dihydro-2,7-naphthyridin-4-yl)phenyl)methyl]piperazin-1-yl)methyl]piperidin-1-yl)-N-(2,6-dioxopiperidin-3-yl)pyridine-2-carboxamide COC1=C(C=C(C(=C1)C1=CN(C(C2=CN=CC=C12)=O)C)OC)CN1CCN(CC1)CC1CCN(CC1)C=1C=CC(=NC1)C(=O)NC1C(NC(CC1)=O)=O